C(CCCCCCC)S(=O)(=O)[O-] octansulfonate